C(C1=CC=CC=C1)[C@@H]1N(C(OC1)=O)C1=CC(=CC(=N1)C(C)NC=1C(=NC(=CC1)C)C(=O)O)C 3-((1-(6-((S)-4-Benzyl-2-oxooxazolidin-3-yl)-4-methylpyridin-2-yl)ethyl)amino)-6-methylpicolinic acid